C(CCC)C1OC(C2=CC(=CC=C12)OCC=1SC(=NN1)S(=O)(=O)CC1CC1)=O 3-butyl-6-((5-(cyclopropylmethanesulfonyl)-1,3,4-thiadiazol-2-yl)methoxy)isobenzofuran-1(3H)-one